N1N=NC(=C1)CNC(=O)[C@H]1N2C3=C(C=CC=C3C1)CC[C@@H](C2=O)NC([C@H](C(C)C)NC(C2=CC=CC=C2)=O)=O (2S,5S)-5-((S)-2-Benzoylamino-3-methyl-butyrylamino)-4-oxo-1,2,4,5,6,7-hexahydro-azepino[3,2,1-hi]indole-2-carboxylic acid (1H-[1,2,3]triazol-4-ylmethyl)-amide